ClC1=CC=C(C=C1)C=1C=C(C(N(N1)C=1C=NN(C1)C)=O)C(=O)N[C@@H]1[C@@H](C2=CC=CC=C2C1)O 6-(4-chlorophenyl)-N-((1r,2s)-1-hydroxy-2,3-dihydro-1H-inden-2-yl)-2-(1-methyl-1H-pyrazol-4-yl)-3-oxo-2,3-dihydropyridazine-4-carboxamide